cyclododecanal C1(CCCCCCCCCCC1)C=O